OC1CC2=CC=CC(=C2C1)C1=C(C=C2C(=N1)C(=NN2C(=O)OC(C)(C)C)C=2C=NC(=CC2)OC2COCC2)OC tert-butyl 5-(2-hydroxy-2,3-dihydro-1H-inden-4-yl)-6-methoxy-3-(6-((tetrahydrofuran-3-yl)oxy)pyridin-3-yl)-1H-pyrazolo[4,3-b]pyridine-1-carboxylate